(S)-N-(2,3-difluoro-4-((3-(2-(piperidin-3-ylamino)pyrimidin-4-yl)pyridin-2-yl)oxy)phenyl)-3,3-difluorobutane-1-sulfonamide FC1=C(C=CC(=C1F)OC1=NC=CC=C1C1=NC(=NC=C1)N[C@@H]1CNCCC1)NS(=O)(=O)CCC(C)(F)F